2'-hydroxy-2,2''-bistrifluoromethyl-terphenyl-5'-carbonitrile OC1(C(=CC(=CC1)C#N)C1=C(C=CC=C1)C(F)(F)F)C1=C(C=CC=C1)C(F)(F)F